F[C@@H]1[C@@]2(CC[C@](C[C@H]1OC1=CC=C(N=N1)C1=C(C=C(C=C1)N1C=NC=C1)O)(N2C)C)C 2-(6-(((1S,2R,3R,5R)-2-fluoro-1,5,8-trimethyl-8-azabicyclo[3.2.1]octan-3-yl)oxy)pyridazin-3-yl)-5-(1H-imidazol-1-yl)phenol